NC=1C(=C(CNC(OC(C)(C)C)=O)C=CC1F)F tert-butyl 3-amino-2,4-difluorobenzylcarbamate